2'-chloro-4'-((3,3-difluorocyclobutyl)methoxy)-4,5,5',6'-tetrahydro-2H-spiro[furan-3,8'-pyrano[3,4-b]pyridine] ClC1=CC(=C2C(=N1)C1(OCC2)COCC1)OCC1CC(C1)(F)F